(3R)-3-(3-chlorophenyl)propionamide hydrochloride Cl.ClC=1C=C(C=CC1)CCC(=O)N